FC(C1=C(C(=O)NC2=C3[C@@H](CC(C3=CC=C2)(C)C)CCC)C=CC=N1)F 2-(difluoromethyl)-N-[(3R)-2,3-dihydro-1,1-dimethyl-3-propyl-1H-inden-4-yl]nicotinamide